(2-carboxyethyl)phosphine, hydrochloride Cl.C(=O)(O)CCP